BrC1=C(C=C2C(=NN(C(C2=C1)=O)CC(=O)OC)C(C)C)F methyl 2-(7-bromo-6-fluoro-4-isopropyl-1-oxophthalazin-2(1H)-yl)acetate